6-chloro-3-(2,2-difluoroethyl)-5-fluoro-1H-pyrrolo[2,3-b]pyridine ClC1=C(C=C2C(=N1)NC=C2CC(F)F)F